ClCCCN1C(\C(\C2=CC=CC=C12)=N/OC)=O (Z)-1-(3-chloropropyl)-3-(methoxyimino)indolin-2-one